[Cl-].ClC=1C=C(C=CC1)N1C=[N+]2C(C=3NC4=CC=CC=C4C3C=C2)=C1C1=CC=C(C=C1)F 2-(3-Chlorophenyl)-1-(4-fluorophenyl)-2,11-dihydroimidazo[1',5':1,2]pyrido[3,4-b]indol-4-ium chloride